6-Methyl-5-(4-methylpiperazin-1-yl)-2,3-dihydro-1,4-benzodioxine CC1=C(C2=C(OCCO2)C=C1)N1CCN(CC1)C